4-[[3-Ethoxy-5-(5-hydroxypyridin-3-yl)phenyl]methyl]piperazin C(C)OC=1C=C(C=C(C1)C=1C=NC=C(C1)O)CN1CCNCC1